COC=1C=C(C=O)C=CC1OCC=1OC2=C(N1)C=C(C=C2)C 3-methoxy-4-((5-methylbenzo[d]oxazol-2-yl)methoxy)benzaldehyde